4-(4-(6-(((1R,2S,3S,5S)-2-fluoro-1-methyl-8-azabicyclo[3.2.1]octan-3-yl)(methyl)amino)pyridazin-3-yl)-3-hydroxyphenyl)-1-methyl-1,3,5-triazin-2(1H)-one F[C@@H]1[C@]2(CC[C@@H](C[C@@H]1N(C1=CC=C(N=N1)C1=C(C=C(C=C1)C1=NC(N(C=N1)C)=O)O)C)N2)C